bis(1-imidazolyl)methanethione N1(C=NC=C1)C(=S)N1C=NC=C1